Cl.ClC1=CC(=C(C=C1)C1OC2=C(OC1)C=CC=C2C2CCNCC2)F 4-(3-(4-chloro-2-fluorophenyl)-2,3-dihydrobenzo[b][1,4]dioxin-5-yl)piperidine HCl salt